FC(C(=O)O)(F)F.FC(C(=O)O)(F)F.C(C)(C)[C@@H]1NC2=C(OCC1)C(=NC(=N2)N)N2C[C@@H](CC2)NC (R)-8-Isopropyl-4-((R)-3-(methylamino)pyrrolidin-1-yl)-6,7,8,9-tetrahydropyrimido[5,4-b][1,4]oxazepin-2-amine ditrifluoroacetic acid salt